3-[PIPERIDIN-4-YL(PROPYL)AMINO]PROPANAL N1CCC(CC1)N(CCC=O)CCC